Methyl 4-[3-[2,6-dichloro-4-(3-methyltriazolo[4,5-c]pyridin-7-yl)benzoyl]-2,4-dihydro-1,3-benzoxazin-8-yl]-5-fluoro-2-(3-oxa-8-azabicyclo[3.2.1]octan-8-yl)benzoate ClC1=C(C(=O)N2COC3=C(C2)C=CC=C3C3=CC(=C(C(=O)OC)C=C3F)N3C2COCC3CC2)C(=CC(=C1)C=1C2=C(C=NC1)N(N=N2)C)Cl